ClC1=NC=CC(=N1)N1N=C(C(=C1)CO)C (1-(2-chloropyrimidin-4-yl)-3-methyl-1H-pyrazol-4-yl)methanol